5-{2-amino-[1,2,4]triazolo[1,5-a]pyridin-7-yl}-N-[(3R)-3-(4-chlorophenyl)-3-hydroxypropyl]-2,6-dimethylpyridine-3-carboxamide NC1=NN2C(C=C(C=C2)C=2C=C(C(=NC2C)C)C(=O)NCC[C@@H](O)C2=CC=C(C=C2)Cl)=N1